C(N)(=O)C=1C=C(C=CC1)NC(=O)C=1C(=NC=C(C1)C(F)(F)F)N1CC(CCC1)(F)F N-(3-carbamoylphenyl)-2-(3,3-difluoro-1-piperidyl)-5-(tri-fluoromethyl)pyridine-3-carboxamide